CS(=O)(=O)O.BrC1=CC2=C(N=C(C=3N2C=NN3)N3CC(C3)NC)N=C1 1-(8-bromopyrido[2,3-e][1,2,4]triazolo[4,3-a]pyrazin-4-yl)-N-methylazetidin-3-amine methanesulfonate